COC1=NC=CC(=C1)C1=NC(=NC(=C1)C=1OC(=CC1)C)N 4-(2-methoxypyridin-4-yl)-6-(5-methylfuran-2-yl)pyrimidin-2-amine